O1C(CCC1)CNC1=CC=C(C#N)C=C1 4-{[(tetrahydrofuran-2-yl)methyl]amino}benzonitrile